ethyl 3,5-dimethylbenzylacetate CC=1C=C(CCC(=O)OCC)C=C(C1)C